S1C=NC2=C1C=CC(=C2)NC2=CC=NC1=CC=C(C=C21)C2=C(C=C(C(=O)N1CCN(CC1)C(CO)=O)C=C2)F 1-(4-(4-(4-(benzo[d]thiazol-5-ylamino)quinolin-6-yl)-3-fluorobenzoyl)piperazin-1-yl)-2-hydroxyethan-1-one